Kalium L-gluconat O=C([C@@H](O)[C@H](O)[C@@H](O)[C@@H](O)CO)[O-].[K+]